(S)-N4-(5-methoxybenzo[d]thiazol-2-yl)-N2-(piperidin-3-yl)-5-(trifluoromethyl)pyrimidine-2,4-diamine COC=1C=CC2=C(N=C(S2)NC2=NC(=NC=C2C(F)(F)F)N[C@@H]2CNCCC2)C1